BrC1=C(C=C(C=C1)Br)CC(C(=O)O)C 3-(2,5-dibromophenyl)-2-methylpropanoic acid